4-hydroxy-3-nitro-2,6-dichloropyridine OC1=C(C(=NC(=C1)Cl)Cl)[N+](=O)[O-]